1-(6-(6-methylpyridazin-4-yl)imidazo[1,2-a]pyridin-2-yl)imidazolidin-2-one CC1=CC(=CN=N1)C=1C=CC=2N(C1)C=C(N2)N2C(NCC2)=O